CC1=CC=C(S1)S(=O)(=O)N1C=CC=C1 1-((5-methylthiophen-2-yl)sulfonyl)-1H-pyrrole